BrC(C(=O)OCC)CCC(C(=O)OCC)Br diethyl 2,5-dibromoadipate